FC1=CC2=C(N[C@H](CN2)[C@@H](C2=CC=CC=C2)NCCC=2C=CC(=C(C2)CC(=O)O)C)N=C1 2-(5-(2-(((R)-((R)-7-fluoro-1,2,3,4-tetrahydropyrido[2,3-b]pyrazin-3-yl)(phenyl)methyl)amino)ethyl)-2-methylphenyl)acetic acid